C(C)(C)(C)C=1C=C(C=C(C1O)C(C)(C)C)CCC(=O)[O-] 3-(3,5-ditertiary-butyl-4-hydroxyphenyl)-propionate